C1C(CC12CCC1(OCCO1)CC2)N 8,11-dioxadispiro[3.2.47.24]tridecan-2-amine